NC=1C=CC(=NC1)C(=O)C1(CC(C1)(F)F)C1=CC=C(C=C1)Cl (5-aminopyridine-2-yl)(1-(4-chlorophenyl)-3,3-difluorocyclobutyl)methanone